FC(C)(F)C=1N=CN(C(C1OC=1C(=C(C#N)C=C(C1)C(F)F)OC)=O)CC1=C(N=C(NC1=O)C)C 3-((4-(1,1-difluoroethyl)-1-((2,4-dimethyl-6-oxo-1,6-dihydropyrimidin-5-yl)methyl)-6-oxo-1,6-dihydropyrimidin-5-yl)oxy)-5-(difluoromethyl)-2-methoxybenzonitrile